ClC=1C=C2C(=NC(=NC2=C(C1C1=CC(=CC2=CC=CC=C12)O)F)OC[C@H]1N(CCC1)C)N1C[C@H]2CC[C@@H](C1)N2C(CC(=O)N)=O 3-((1R,5S)-3-(6-chloro-8-fluoro-7-(3-hydroxynaphthalen-1-yl)-2-(((S)-1-methylpyrrolidin-2-yl)methoxy)quinazolin-4-yl)-3,8-diazabicyclo[3.2.1]octan-8-yl)-3-oxopropanamide